(S)-2-(4-(6-((4-Cyano-2-fluorobenzyl)oxy)pyridin-2-yl)-2,5-difluorobenzyl)-4-(2-methoxyethoxy)-1-(oxetan-2-ylmethyl)-1H-benzo[d]imidazole-6-carboxylic acid C(#N)C1=CC(=C(COC2=CC=CC(=N2)C2=CC(=C(CC3=NC4=C(N3C[C@H]3OCC3)C=C(C=C4OCCOC)C(=O)O)C=C2F)F)C=C1)F